C(CCC)C1(CS(C2=C(N(C1)C1=CC=CC=C1)C=C(C(=C2)OC[C@H](C(=O)O)O)SC)(=O)=O)CCCC |r| racemic-3-((3,3-dibutyl-7-(methylsulfanyl)-1,1-dioxo-5-phenyl-2,3,4,5-tetrahydro-1,5-benzothiazepin-8-yl)oxy)-2-hydroxypropionic acid